Hexynediol CCCC#CC(O)O